trimethyl-1-bicyclo[2.2.1]-heptylbenzenamine CC1=C(C(C(C=C1)(N)C12CCC(CC1)C2)C)C